1-(4-methoxybenzyl)-5-(1-(2-oxo-2-(4-(5-(trifluoromethyl)pyrimidin-2-yl)piperazin-1-yl)ethyl)pyrrolidin-2-yl)-3-(trifluoromethyl)pyrazin-2(1H)-one COC1=CC=C(CN2C(C(=NC(=C2)C2N(CCC2)CC(N2CCN(CC2)C2=NC=C(C=N2)C(F)(F)F)=O)C(F)(F)F)=O)C=C1